N-(3-((4-hydroxypiperidin-4-yl)methyl)-4-oxo-3,4-dihydroquinazolin-7-yl)-3-(4-methylpiperazin-1-yl)propanamide OC1(CCNCC1)CN1C=NC2=CC(=CC=C2C1=O)NC(CCN1CCN(CC1)C)=O